2-(7-cyano-5-cyclopropoxybenzo[b]thiophen-2-yl)-4-methylthiazole-5-carboxylic acid C(#N)C1=CC(=CC2=C1SC(=C2)C=2SC(=C(N2)C)C(=O)O)OC2CC2